Dodecanoyl dodecaneperoxoate C(CCCCCCCCCCC)(=O)OOC(CCCCCCCCCCC)=O